tert-butyl (R)-3-((2-methyl-6-nitrophenyl)amino)-azepane-1-carboxylate CC1=C(C(=CC=C1)[N+](=O)[O-])N[C@H]1CN(CCCC1)C(=O)OC(C)(C)C